S1C(=NC2=C1C=CC=C2)NC2=C(C1=C(N=N2)N(CCC1)C=1SC(=C(N1)C(=O)OC)CCCOC1=C(C=C(C=C1)CCNC)F)C methyl 2-{3-[(1,3-benzothiazol-2-yl) amino]-4-methyl-5H,6H,7H,8H-pyrido[2,3-c]pyridazin-8-yl}-5-(3-{2-fluoro-4-[2-(methylamino) ethyl] phenoxy} propyl)-1,3-thiazole-4-carboxylate